[Te](O)(O)(=O)=O telluric acid